C1(=CC=CC=C1)N1C(=CC(=C1C1=CC=CC=C1)C1=CC=CC=C1)C1=CC=CC=C1 1,2,4,5-tetraphenyl-pyrrole